C1(=CC=C2C=CC3=CC=CC4=CC=C1C2=C34)CNC=3C=4N=CN([C@H]2[C@H](O)[C@H](O)[C@@H](CO)O2)C4N=CN3 N6-(pyrenylmethyl)adenosine